methyl-1-decanone CC(CCCCCCCCC)=O